P(=O)(O)(O)CCC=1C(=NC=CC1C1=CC=NC=C1)CCP(=O)(O)O di-(2-phosphonoethyl)-4,4'-bipyridine